ClC1=CC(=C(C(=C1)C)C1=CC2=C(N=N1)N(C=N2)CC2CCN(CC2)C(C)=O)O 1-(4-{[3-(4-Chloro-2-hydroxy-6-methylphenyl)-7H-imidazo[4,5-c]pyridazin-7-yl]methyl}piperidin-1-yl)ethan-1-one